C1N(CC2=CC=CC=C12)C=1OC2=C(C=C(C=C2C(C1C=1OC=NN1)=O)C)[C@@H](C)NC1=C(C(=O)O)C=CC=C1 2-[[(1R)-1-[2-isoindolin-2-yl-6-methyl-3-(1,3,4-oxadiazol-2-yl)-4-oxo-chromen-8-yl]ethyl]amino]benzoic acid